4-((4-hydroxyindol-1-yl)methyl)phenylboronic acid OC1=C2C=CN(C2=CC=C1)CC1=CC=C(C=C1)B(O)O